C(C1=CC=CC=C1)OC1=C(C(=NC2=CC=C(C=C12)F)C1=C(C=C(C=C1)C(C)(C)C)C)COC 4-benzyloxy-2-(4-tert-butyl-2-methyl-phenyl)-6-fluoro-3-(methoxymethyl)quinoline